1,9-bis(1,3-dioxolan-2-yl)nonan-5-one O1C(OCC1)CCCCC(CCCCC1OCCO1)=O